C(O)(O)=O.O=C1N(C(C=C1)=O)CCCCCC(=O)N[C@H](C(=O)N[C@H](C(=O)NC1=CC=C(CC2=CC=C(C=C2)[N+](=O)[O-])C=C1)CCCNC(=O)N)C(C)C 4-((S)-2-((S)-2-(6-(2,5-dioxo-2,5-dihydro-1H-pyrrol-1-yl)hexanoylamino)-3-methylbutyrylamino)-5-ureidopentanoylamino)benzyl-(4-nitrobenzene) carbonate